(RS)-4-(2,3-dichlorophenyl)-2,6-dimethyl-1,4-dihydropyridine-3,5-dicarboxylic acid 5-O-(butyryloxymethyl) 3-O-methyl ester COC(=O)C1=C(NC(=C([C@@H]1C1=C(C(=CC=C1)Cl)Cl)C(=O)OCOC(CCC)=O)C)C |r|